C([C@H]1CO1)(=O)OC R-methyl glycidate